ClC1=C(C=CC(=C1)C1=NN(C=N1)C1=NC=C(C=C1)OC(F)(F)F)NC(=O)\N=C\1/SCC(N1C1=C(C=CC(=C1)N(C)C)C(C)C)=O (Z)-1-(2-chloro-4-(1-(5-(trifluoromethoxy)pyridin-2-yl)-1H-1,2,4-triazol-3-yl)phenyl)-3-(3-(5-(dimethylamino)-2-isopropylphenyl)-4-oxothiazolidin-2-ylidene)urea